C1(=CC=CC2=CC=CC=C12)C[C@@H](C(N[C@H](C(N[C@H](C=O)C[C@H]1C(NCCC1)=O)=O)CC1=CC=CC=C1)=O)NC(OCC1=CC=CC=C1)=O Benzyl ((S)-3-(naphthalen-1-yl)-1-oxo-1-(((S)-1-oxo-1-(((S)-1-oxo-3-((S)-2-oxopiperidin-3-yl)propan-2-yl)amino)-3-phenylpropan-2-yl)amino)propan-2-yl)carbamate